[Si](C)(C)(C(C)(C)C)OCCOC1=C(C=CC(=C1)Cl)C(C(=O)OCC)NC=1C=C(OCCCC(=O)OC(C)(C)C)C=C(C1)OC tert-butyl 4-(3-((1-(2-(2-((tert-butyldimethylsilyl)oxy)-ethoxy)-4-chlorophenyl)-2-ethoxy-2-oxoethyl)amino)-5-methoxyphenoxy)butanoate